C1(=CC=C(C=C1)C1=NOC(=N1)[C@H](C)NC(C1=NC=CC(=C1O)OC)=O)C1=CC=CC=C1 (S)-N-(1-(3-([1,1'-biphenyl]-4-yl)-1,2,4-oxadiazol-5-yl)ethyl)-3-hydroxy-4-methoxypicolinamide